tert-butyl 8-methoxy-1,2,4,5-tetrahydro-3H-benzo[4,5]thieno[2,3-d]azepine-3-carboxylate COC1=CC2=C(C3=C(CCN(CC3)C(=O)OC(C)(C)C)S2)C=C1